(5-fluoro-2-(methoxymethoxy)phenyl)triethoxysilane diethyl-bicyclo[2.2.1]hept-2,5-diene-2,3-dicarboxylate C(C)OC(=O)C=1C2C=CC(C1C(=O)OCC)C2.FC=2C=CC(=C(C2)[Si](OCC)(OCC)OCC)OCOC